3-(1,1-difluoroethyl)-4-methyl-1-((2-methylcyclopropyl)methyl)-N-(2-sulfamoylpyridin-4-yl)-1H-pyrazole-5-carboxamide FC(C)(F)C1=NN(C(=C1C)C(=O)NC1=CC(=NC=C1)S(N)(=O)=O)CC1C(C1)C